C1=C(C=CC2=CC=CC=C12)[C@H]1NOCC1 (S)-3-(naphthalen-2-yl)isoxazolidine